C(C=C)(=O)N1C[C@@H](CCC1)N1C(N(C=2C=NC=CC21)C2=CC(=C(C=C2)OC2=CC=CC=C2)F)=O (R)-1-(1-acryloylpiperidin-3-yl)-3-(3-fluoro-4-phenoxyphenyl)-1H-imidazo[4,5-c]pyridin-2(3H)-one